C(C)(C)(C)OC(CN1CCN(CCN(CCN(CC1)CC(OC(C)(C)C)=O)CC(OC(C)(C)C)=O)CC(=O)O)=O 2-(4,7,10-Tris(2-(tert-butoxy)-2-oxoethyl)-1,4,7,10-tetraazacyclododecan-1-yl)acetic acid